2-[2-[[4-carboxy-4-[(3,4-dicarboxy-3-hydroxybutanoyl)amino]butyl]amino]-2-oxoethyl]-2-hydroxybutanedioic acid C(=O)(O)C(CCCNC(CC(C(=O)O)(CC(=O)O)O)=O)NC(CC(CC(=O)O)(O)C(=O)O)=O